C(C)NC1=NC=NC=C1C(F)(F)F 4-(ethylamino)-5-(trifluoromethyl)pyrimidin